C(C)(=O)OC(C(CCCCC)CC)=O 2-Ethylheptanoyl acetate